O1CCC(CC1)CN1N=CC(=C1)B1OC(C(O1)(C)C)(C)C 1-((tetrahydro-2H-pyran-4-yl)methyl)-4-(4,4,5,5-tetramethyl-1,3,2-dioxaborolan-2-yl)-1H-pyrazole